C(C)(C)C1=C(NC2=C1N=C(S2)C2CCC(CC2)N2CCOCCC2)C=2C=C(C=1N(C2)N=CN1)OC 4-(4-(6-isopropyl-5-(8-methoxy-[1,2,4]triazolo[1,5-a]pyridin-6-yl)-4H-pyrrolo[3,2-d]thiazol-2-yl)cyclohexyl)-1,4-oxazepane